C(#N)C(C(=O)O)(CCC)CCC 2-Cyano-2-propylpentanoic acid